O=C1NC(CCC1NC(C1=C(C=C(C=C1)N1CCNCC1)F)=O)=O N-(2,6-dioxopiperidin-3-yl)-2-fluoro-4-(piperazine-1-yl)benzamide